O1C=CC2=C1C=C(C=C2)C=2C=C1CCN=CC1=CC2 6-(benzofuran-6-yl)-3,4-dihydroisoquinoline